OC1N(C(C2=CC=CC=C12)=O)CC1=CC=C(C=C1)OC 3-hydroxy-2-(4-methoxybenzyl)isoindolin-1-one